N-(5-(2-hydroxyethyl)-4-methylthiazol-2-yl)nicotinamide OCCC1=C(N=C(S1)NC(C1=CN=CC=C1)=O)C